C[Si](CCOCN1N=CC(=C1)C(=O)[O-])(C)C 1-((2-(Trimethylsilyl)ethoxy)methyl)-1H-pyrazole-4-carboxylate